2-butyl-pentadecanol Tert-butyl-5-((4-(4-(trifluoromethyl)thiazol-2-yl)piperazin-1-yl)sulfonyl)indoline-1-carboxylate C(C)(C)(C)C1N(C2=CC=C(C=C2C1)S(=O)(=O)N1CCN(CC1)C=1SC=C(N1)C(F)(F)F)C(=O)OCC(CCCCCCCCCCCCC)CCCC